FC(CN1N=CC=2C1=NC(=CN2)N2C[C@H](C[C@H](C2)C)CO)COC ((3S,5R)-1-(1-(2-fluoro-3-methoxypropyl)-1H-pyrazolo[3,4-b]pyrazin-6-yl)-5-methylpiperidin-3-yl)methanol